CC=1N=NC2=C(C=CC=C2C1O)C 3,8-dimethylcinnolin-4-ol